6-bromo-N-(2-methoxyethyl)-3-pyridinemethylamine BrC1=CC=C(C=N1)CNCCOC